(6S,9R)-N-(3,4-dichlorophenyl)-3,4-difluoro-6,7,8,9-tetrahydro-5H-6,9-epiminocyclohepta[c]pyridine-10-carboxamide ClC=1C=C(C=CC1Cl)NC(=O)N1[C@@H]2CC3=C(C=NC(=C3F)F)[C@H]1CC2